C(C)(C)OC1=C(C(N(C2=NC=C(C=C12)C1=CC=C(C=C1)OC)CCN1CCOCC1)=O)C(=O)OCC ethyl 4-isopropoxy-6-(4-methoxyphenyl)-1-(2-morpholinoethyl)-2-oxo-1,2-dihydro-1,8-naphthyridine-3-carboxylate